N-[cis-(7RS,9SR)-3-cyclopropyl-9-(isoquinolin-4-ylamino)-5-(2-methylpropylsulfamoyl)-8,9-dihydro-7H-cyclopenta[h]isoquinolin-7-yl]pyridine-3-carboxamide C1(CC1)C=1N=CC2=C3C(=CC(=C2C1)S(NCC(C)C)(=O)=O)[C@@H](C[C@@H]3NC3=CN=CC1=CC=CC=C31)NC(=O)C=3C=NC=CC3 |r|